BrC1=C(SC=2C1=NC=C(C2N(C)C)C(=O)N[C@H]2CCOC1=CC=CC=C21)C (s)-3-bromo-N-(chroman-4-yl)-7-(dimethylamino)-2-methylthieno[3,2-b]pyridine-6-carboxamide